N1=CC=CC(=C1)C1N(C)CCC1.N1=CC=CC(=C1)C1N(C)CCC1 nicotine-nicotine salt